(3R)-3-aminopyrrolidine-1-carboxylic acid methyl ester COC(=O)N1C[C@@H](CC1)N